P(=O)(O)(O)O.CC(=C(Cl)Cl)C dimethyl 2,2-dichloroethylene phosphate